N,N-dibutylaminopropyl-triethoxysilane C(CCC)N(CCCC)CCC[Si](OCC)(OCC)OCC